FC1=C(C=CC=C1C(F)(F)F)[C@@H]1N(OCC1)C1=CC(=NC=N1)NC=1C(=CC(=C(C1)NC(C=C)=O)N1CCC(CC1)N1CCNCC1)OC (R)-N-(5-((6-(3-(2-fluoro-3-(trifluoromethyl)phenyl)isoxazolidin-2-yl)pyrimidin-4-yl)amino)-4-methoxy-2-(4-(piperazin-1-yl)piperidin-1-yl)phenyl)acrylamide